2-amino-1-(2-cyclopropoxy-5-(trifluoromethyl)phenyl)ethan-1-one HCl salt Cl.NCC(=O)C1=C(C=CC(=C1)C(F)(F)F)OC1CC1